4-[4-[4-(trifluoromethoxy)phenyl]-1-piperazyl]phenol FC(OC1=CC=C(C=C1)N1CCN(CC1)C1=CC=C(C=C1)O)(F)F